1,3-dichloro-2-(2,4-difluorophenyl)propane (Z)-4-chloro-2-(1,3-dithian-2-yl)phenyl-3-(2-chloro-pyridin-4-yl)acrylate ClC1=CC(=C(C=C1)OC(\C=C/C1=CC(=NC=C1)Cl)=O)C1SCCCS1.ClCC(CCl)C1=C(C=C(C=C1)F)F